ClC=1C=C(C=C(C1)Cl)C1=NN=C(O1)COC1=C(C=C(C=C1OC)C=CC(=O)Cl)OC 3-(4-((5-(3,5-dichlorophenyl)-1,3,4-oxadiazol-2-yl)methoxy)-3,5-dimethoxyphenyl)acrylic chloride